IC=1C=NC2=CC=CC=C2C1OC 3-Iodo-4-methoxyquinoline